BrC1=CC(=C(O[C@H](C(=O)O)C)C=C1F)C1=NOC=C1 (S)-2-[4-bromo-5-fluoro-2-(3-isoxazolyl)phenoxy]propionic acid